3-(1-cyanocyclopropyl)-N-(cyclopropylmethyl)-N-[1-[3-(N-methoxy-C-methyl-carbonimidoyl)pyrazin-2-yl]ethyl]-5-(trifluoromethyl)benzamide C(#N)C1(CC1)C=1C=C(C(=O)N(C(C)C2=NC=CN=C2C(=NOC)C)CC2CC2)C=C(C1)C(F)(F)F